C(C=C)(=O)NC1=C(C=CC=C1)S(=O)(=O)[O-] acrylamidobenzenesulfonate